[C].[Na].N1CCC(CC1)CCC1CCNCC1 1,2-bis(piperidin-4-yl)ethane sodium compound with carbon